ClC=1C=CC2=C(N(C3=C(N(C2=O)CC2=CC=C(C=C2)OC)C=CC=C3)CCCN(C(=O)OC(C)(C)C)C(=O)[O-])C1 tert-butyl {3-[3-chloro-10-(4-methoxybenzyl)-11-oxo-10,11-dihydro-5H-dibenzo[b,e][1,4]diazepin-5-yl]propyl}imidodicarbonate